4-(benzyloxy)-N-(2,6-bis(benzyloxy)pyridin-3-yl)-3-fluoropyridin-2-amine C(C1=CC=CC=C1)OC1=C(C(=NC=C1)NC=1C(=NC(=CC1)OCC1=CC=CC=C1)OCC1=CC=CC=C1)F